ClC1=NC=C(C(=N1)C=1N(C2=CC=CC=C2C1)S(=O)(=O)C1=CC=CC=C1)I (2-chloro-5-iodopyrimidin-4-yl)-1-(phenylsulfonyl)-1H-indole